butyl(2-methyl-2-((4-((((4-Nitrophenoxy)carbonyl)oxy)methyl) phenyl) disulfanyl) propyl)carbamate C(CCC)OC(NCC(C)(SSC1=CC=C(C=C1)COC(=O)OC1=CC=C(C=C1)[N+](=O)[O-])C)=O